((3R,5R)-3-amino-5-hydroxypiperidin-1-yl)methanone hydrochloride Cl.N[C@H]1CN(C[C@@H](C1)O)C=O